C1=C(CCCCCCCCCCCCCCCC(C)C)O1 epoxyisoeicosene